P(=O)(OC1=C(C=C(C=C1)F)CN1C(N(C(C2=CC=C(C=C12)C(NCC1=C(C=C(C=C1F)F)F)=O)C)C)=O)(O)O.BrC=1C=C(C=NC1)C=C (1E)-1-(5-bromopyridin-3-yl) ethylene (3,4-dimethyl-2-oxo-7-((2,4,6-trifluorobenzyl)carbamoyl)-3,4-dihydroquinazolin-1(2H)-yl)methyl-4-fluorophenyl dihydrogen phosphate